5-((cyclopropylamino)methyl)benzoic acid C1(CC1)NCC=1C=CC=C(C(=O)O)C1